((3s,4r)-3-fluoropiperidin-4-yl)-3-(4-phenoxyphenyl)-1H-pyrazolo[3,4-d]pyrimidin-4-amine F[C@H]1CNCC[C@H]1N1N=C(C=2C1=NC=NC2N)C2=CC=C(C=C2)OC2=CC=CC=C2